COC=1C=C(OC2=NC=CC=C2C2=CC(=NC=C2)C)C=C(C1)OC 2-(3,5-dimethoxyphenoxy)-2'-methyl-3,4'-bipyridine